4,5,6,7-Tetrahydropyrazolo[1,5-a]pyrimidine-5,5,6,6,7,7-d6 N1=CC=C2N1C(C(C(N2)([2H])[2H])([2H])[2H])([2H])[2H]